C(C1=CC=CC=C1)OC(NCC1CC2(CO2)C1)=O (1-oxaspiro[2.3]hex-5-ylmethyl)carbamic acid benzyl ester